[Cl-].CO[Si](OC)(OC)CCC[N+](C)(C)CCCCCCCCCCCCCC (trimethoxysilylpropyl)-tetradecyldimethylammonium chloride